3,6,9,9a-tetrahydrospiro[benzo[7]annulene-2,2'-[1,3]dioxolane] O1C2(OCC1)CCC=1C(CC=CCC1)C2